O.O.O.O.O.O.Cl[Fe](Cl)Cl The molecule is a hydrate that is the hexahydrate form of iron trichloride. It has a role as an astringent and a Lewis acid. It is a hydrate, an inorganic chloride and an iron coordination entity. It contains an iron trichloride.